6-bromo-N-(4-morpholinophenyl)-8,9-dihydroimidazo[1',2':1,6]pyrido[2,3-d]pyrimidin-2-amine BrC1=CC2=C(N=C(N=C2)NC2=CC=C(C=C2)N2CCOCC2)N2C1=NCC2